(R)-N-(5-(difluoromethoxy)-1H-pyrazol-3-yl)-1-(2-fluoro-1-(pyridin-2-yl)ethyl)-1H-pyrazolo[3,4-b]pyrazin-6-amine FC(OC1=CC(=NN1)NC1=CN=C2C(=N1)N(N=C2)[C@@H](CF)C2=NC=CC=C2)F